N-(4-chlorophenyl)-6-(1H-imidazol-1-yl)picolinamide ClC1=CC=C(C=C1)NC(C1=NC(=CC=C1)N1C=NC=C1)=O